1-(2-ethoxy-4-fluorophenyl)ethanone C(C)OC1=C(C=CC(=C1)F)C(C)=O